chloromethyl 2,2-dichloroethyl carbonate C(OCCl)(OCC(Cl)Cl)=O